CN1N=C(C(=C1C)N)C=C 1,5-dimethyl-3-vinylpyrazole-4-amine